(R)-5-(1-aminoethyl)-2-(trifluoromethyl)pyridine 1-oxide hydrochloride Cl.N[C@H](C)C=1C=CC(=[N+](C1)[O-])C(F)(F)F